(E)-3-(7-(diethylamino)-2-oxo-2H-benzopyran-3-yl)-N-(3-methoxyphenyl)acrylamide C(C)N(C1=CC2=C(C=C(C(O2)=O)/C=C/C(=O)NC2=CC(=CC=C2)OC)C=C1)CC